3-methyl-6-(4-methylsulfonylphenyl)-2,3,4,5-tetrahydropyridine CC1CN=C(CC1)C1=CC=C(C=C1)S(=O)(=O)C